N-(9-(hydroxyimino)-9H-fluoren-2-yl)pivaloamide ON=C1C2=CC=CC=C2C=2C=CC(=CC12)NC(C(C)(C)C)=O